1-[5-(4,4,5,5-tetramethyl-1,3,2-dioxaborolan-2-yl)-3,6-dihydro-2H-pyridin-1-yl]prop-2-en-1-one CC1(OB(OC1(C)C)C1=CCCN(C1)C(C=C)=O)C